2-[5-[5-[(1R)-1-(3,5-dichloro-4-pyridyl)ethoxy]-1-tetrahydropyran-2-yl-indazol-3-yl]-3-fluoro-2-pyridyl]-8-oxa-2,5-diazaspiro[3.5]nonane ClC=1C=NC=C(C1[C@@H](C)OC=1C=C2C(=NN(C2=CC1)C1OCCCC1)C=1C=C(C(=NC1)N1CC2(C1)NCCOC2)F)Cl